ClC(CC#C)CC 4-chlorohexyne